[N+](=O)([O-])C=1C=C(CNC=2C(=NC=C(N2)C#N)C#N)C=CC1 3-(3-nitrobenzylamino)pyrazine-2,5-dicarbonitrile